2-(2-(3,4-dimethoxyphenyl)-3-isopropyl-1H-indol-5-yl)-5-(1-methylpiperidin-4-yl)-1,3,4-oxadiazole COC=1C=C(C=CC1OC)C=1NC2=CC=C(C=C2C1C(C)C)C=1OC(=NN1)C1CCN(CC1)C